CC(C)(C)C1=CC=C(C=C1)[C@H]2COC(=C(C#N)C3=N[C@H](CO3)C4=CC=C(C=C4)C(C)(C)C)N2 (4S)-(+)-4-[4-(tert-butyl)phenyl]-α-[(4S)-4-[4-(tert-butyl)phenyl]-2-oxazolidinylidene]-2-oxazolineacetonitrile